N1(CCCCCC1)C=1C2=C(N=C(N1)OC[C@]13CCCN3C[C@@H](C1)F)C(=C(N=C2)C2=CC(=CC1=CC=C(C(=C21)CC)F)O)F 4-(4-(Azepan-1-yl)-8-fluoro-2-(((2R,7aS)-2-fluorotetrahydro-1H-pyrrolizin-7a(5H)-yl)methoxy)pyrido[4,3-d]pyrimidin-7-yl)-5-ethyl-6-fluoronaphthalen-2-ol